D-N-methylvaline CN[C@H](C(C)C)C(=O)O